{1-[6-(3-cyano-2-methoxymethoxy-phenyl)-3-(3-fluoro-5-hydroxyphenyl)-quinolin-4-yl]-piperidin-4-yl}-carbamic acid tert-butyl ester C(C)(C)(C)OC(NC1CCN(CC1)C1=C(C=NC2=CC=C(C=C12)C1=C(C(=CC=C1)C#N)OCOC)C1=CC(=CC(=C1)O)F)=O